CC1=CC(=C(C(N1)=O)CNC(=O)C1=CC=CC=2OCOCC21)SC N-((6-methyl-4-(methylthio)-2-oxo-1,2-dihydropyridin-3-yl)methyl)benzo[d][1,3]dioxan-5-carboxamide